C(C=C)N(CCN1CCN(CC1)C(=O)OC(C)(C)C)[C@H](C)C1=CC=C(C=C1)OC tert-butyl (R)-4-(2-(allyl(1-(4-methoxyphenyl)ethyl)amino)ethyl)piperazine-1-carboxylate